(3-Morpholinopropyl)pyrazolo[1,5-a]quinazolin-5-amine O1CCN(CC1)CCCC1=NN2C(N=C(C3=CC=CC=C23)N)=C1